C(C1=CC=CC=C1)C1=C(C=C(C=C1)O)C 4-benzyl-3-methylphenol